C(C(C)C)(=O)NC1=C(C(=C2N(C(CN(S2(=O)=O)CCC)C(=O)O)C1=O)C1=CC(=CC=C1)C(F)(F)F)CC1=CC=CC2=CC=CC=C12 7-isobutyramido-8-(naphthalen-1-ylmethyl)-6-oxo-2-propyl-9-(3-(trifluoromethyl)phenyl)-3,4-dihydro-2H,6H-pyrido[1,2-e][1,2,5]thiadiazine-4-carboxylic acid 1,1-dioxide